C12COCCC2(C1)C1=NC=C(C=C1)Br 2-(3-oxabicyclo[4.1.0]heptan-6-yl)-5-bromopyridine